C(#N)C=1C=C(C=CC1)/C=C/C(=O)N(CC=1SC=CC1)CC (E)-3-(3-cyanophenyl)-N-ethyl-N-(thiophen-2-ylmethyl)acrylamide